C(#N)C=1C=C(C=CC1)C=1N=C(SC1C1=CC(=NC(=C1)C)C)NC(=O)N1CC(C1)C(C)(C)O N-[4-(3-Cyanophenyl)-5-(2,6-dimethyl-4-pyridyl)thiazol-2-yl]-3-(1-hydroxy-1-methyl-ethyl)azetidin-1-carboxamid